N(C1=CC=CC=C1)C=1C(=NC(=C(N1)NC)C=1C2=C(C=NC1)N(C=N2)C)C(=O)N 3-Anilino-5-(methylamino)-6-(3-methylimidazo[4,5-c]pyridin-7-yl)pyrazin-2-carboxamid